ClC1=C(C=CC=C1Cl)C(CCO)NC1=CC=C2C=CNC(C2=C1)=O 7-((1-(2,3-dichlorophenyl)-3-hydroxypropyl)amino)isoquinolin-1(2H)-one